C(C)OC=1C=C(C=NC1)C(=O)NN 5-ethoxy-3-pyridineformylhydrazine